rac-benzyl ((2S,3S,4R)-6-bromo-2-cyclopropyl-8-methoxy-3-methyl-1,2,3,4-tetrahydro-1,7-naphthyridin-4-yl)carbamate BrC=1C=C2[C@@H]([C@H]([C@@H](NC2=C(N1)OC)C1CC1)C)NC(OCC1=CC=CC=C1)=O |r|